COC=1C=C2CCC=C(C2=CC1OC)C#N 6,7-dimethoxy-3,4-dihydronaphthalene-1-carbonitrile